NC1=CC=CC(=N1)C(\C=C\C1=CC(=C(C=C1)OC)OC)=O (E)-1-(6-aminopyridin-2-yl)-3-(3,4-dimethoxyphenyl)prop-2-en-1-one